C(C=CC1=CC=CC=C1)(=O)OC(C(COC(C1=CC=CC=C1)=O)C)CC 2-methyl-1,3-pentanediol benzoate cinnamate